C1([C@H](O)[C@@H](O)[C@H](O)[C@H](O1)CO)CC(CCCCC)N1N=NC(=C1)C(CCCCC)C1[C@H](O)[C@@H](O)[C@H](O)[C@H](O1)CO 1-(1-D-glucosylheptan-2-yl)-4-(1-D-glucosylhexan-yl)-1H-1,2,3-triazole